2,4'-dimercaptobenzophenone SC1=C(C(=O)C2=CC=C(C=C2)S)C=CC=C1